OC1=C(C=O)C(=CC=C1)OC[C@@H]1N(CCOC1)C(C1=C(N=CC=C1)CCO)=O (R)-2-hydroxy-6-((4-(2-(2-hydroxyethyl)nicotinoyl)morpholin-3-yl)methoxy)benzaldehyde